4-methoxy-4-oxobutan-1-aminium chloride [Cl-].COC(CCC[NH3+])=O